NC=1C=CC=C2C3(CN(C12)C(=O)C=1C=C(C=CC1)S(=O)(=O)NC(C)(C)C)CCCCC3 3-(7'-aminospiro[cyclohexane-1,3'-indoline]-1'-carbonyl)-N-(tert-butyl)benzenesulfonamide